ClC1=CC=C(O[C@H](C(=O)NOCC2CN(CC2)C(=O)OC(C)(C)C)C)C=C1 tert-butyl 3-({[(2S)-2-(4-chlorophenoxy)propanamido]oxy}methyl)pyrrolidine-1-carboxylate